5-((2S,6S)-2,6-Dimethylmorpholino)-2-((5-methyl-3-(6-methylpyridin-3-yl)isoxazol-4-yl)methyl)pyridazin-3(2H)-one C[C@@H]1O[C@H](CN(C1)C1=CC(N(N=C1)CC=1C(=NOC1C)C=1C=NC(=CC1)C)=O)C